1-((dimethylamino)(dimethyliminio)methyl)-1H-[1,2,3]triazolo[4,5-b]pyridine 3-oxide CN(C)C(N1N=[N+](C2=NC=CC=C21)[O-])=[N+](C)C